C(C)(=O)[O-].C1(=CC=CCC1)CCNC(CCCCCNC([C@H](CCCC[NH3+])NC(CCC1(C(=C(C(=C1C)C)C)C)C)=O)=O)=O (S)-6-((6-((2-(cyclohexa-1,3-dien-1-yl)ethyl)amino)-6-oxohexyl)amino)-6-oxo-5-(3-(1,2,3,4,5-pentamethylcyclopenta-2,4-dien-1-yl)propanamido)hexan-1-aminium acetate